S1C=C(C2=C1CN(CC2)C(=O)OC(C)(C)C)C(=O)OCC 6-(tert-butyl) 3-ethyl 4,7-dihydrothieno[2,3-c]pyridine-3,6(5H)-dicarboxylate